C(CCC\C=C/CCCCC)(=O)OC(CCC\C=C/CCCCC)C(CCC\C=C/CCCCC)OC(CCCCCBr)=O (6Z,16Z)-12-[(6-bromohexanoyl)oxy]docosa-6,16-dien-11-yl (5Z)-undec-5-enoate